(S)-tetralin C1CCCC2=CC=CC=C12